COC(=O)[C@@H]1N(CC(=C1)C1=CC(=C(C=C1)OC(F)F)OCC1=CC=CC=C1)C(C)=O (R)-1-acetyl-4-(3-(benzyloxy)-4-(difluoromethoxy)phenyl)-2,5-dihydro-1H-pyrrole-2-carboxylic acid methyl ester